NCC=1C=C(C=CC1)C=1C=C(C2=C(C(=CO2)COC2=C(C=CC=C2)CC(=O)OCC)C1)C1=C(C=CC=C1)C ethyl 2-(2-((5-(3-(aminomethyl)phenyl)-7-(o-tolyl)benzofuran-3-yl)methoxy)phenyl)acetate